ClC=1C=C(C=CC1F)NC(=O)C1=C(N=CN1C)C1C[C@H]2CC(C[C@H]2C1)(C1=CC(=NN1C)OCC(C)(C)O)O N-(3-chloro-4-fluorophenyl)-4-((2s,3aR,5r,6aS)-5-hydroxy-5-(3-(2-hydroxy-2-methylpropoxy)-1-methyl-1H-pyrazol-5-yl)octahydropentalen-2-yl)-1-methyl-1H-imidazole-5-carboxamide